1-{2-[5-(diethylamino)-1H-1,2,3-triazol-1-yl]acetyl}-4-fluoro-N-{phenyl[5-(propan-2-yl)pyridin-2-yl]methyl}pyrrolidine-2-carboxamide C(C)N(C1=CN=NN1CC(=O)N1C(CC(C1)F)C(=O)NC(C1=NC=C(C=C1)C(C)C)C1=CC=CC=C1)CC